C(CCC)C1(COP(OC=C1)OC1=C(C=C(C=C1C(C)(C)C)C(C)(C)C)C(C)(C)C)CC 5-butyl-5-ethyl-2-(2,4,6-tri-tert-butylphenoxy)-1,3,2-dioxaphosphepin